ClC=1C=C2[C@H](CC(OC2=CC1)(C)C)NC(=O)[C@H]1[C@@H](C1)CN1C(NC(CC1=O)(C)C)=[NH2+] [1-[[(1R,2R)-2-[[(4S)-6-chloro-2,2-dimethyl-chroman-4-yl]carbamoyl]cyclopropyl]methyl]-4,4-dimethyl-6-oxo-hexahydropyrimidin-2-ylidene]ammonium